(R)-1-((2-methylpyrrolidin-1-yl)sulfonyl)-1H-imidazole C[C@H]1N(CCC1)S(=O)(=O)N1C=NC=C1